2-(3-aminobenzyl)-6-((1-methyl-1H-pyrazol-3-yl)sulfonyl)phthalazin-1(2H)-one NC=1C=C(CN2C(C3=CC=C(C=C3C=N2)S(=O)(=O)C2=NN(C=C2)C)=O)C=CC1